(S)-2-((R)-4,4-difluoro-3-(hydroxymethyl)piperidin-1-yl)-N-(2,2-difluoro-[1,3]dioxolo[4',5':4,5]benzo[1,2-d]thiazol-6-yl)propanamide FC1([C@H](CN(CC1)[C@H](C(=O)NC=1SC2=C(N1)C=C1C(=C2)OC(O1)(F)F)C)CO)F